3-(2-chloroethyl)-5-methyl-1H-pyrrolo[2,3-b]pyridine ClCCC1=CNC2=NC=C(C=C21)C